phenethyl-(phenyl)aminomethylthio fluoride C(CC1=CC=CC=C1)C(SF)NC1=CC=CC=C1